4-(1H-pyrazol-4-yl)piperidine N1N=CC(=C1)C1CCNCC1